FC=1C=C(C=C2CN(C(C12)=O)C1C(NC(CC1)=O)=O)CN(C)C1CCN(CC1)C1=NC(=CC=C1)C1=CN=C2N1N=C(C=C2)N2[C@H](CCC2)C2=CC(=CC=C2)F 3-(7-fluoro-5-(((1-(6-(6-((R)-2-(3-fluorophenyl)pyrrolidin-1-yl)imidazo[1,2-b]pyridazin-3-yl)pyridin-2-yl)piperidin-4-yl)(methyl)amino)methyl)-1-oxoisoindolin-2-yl)piperidine-2,6-dione